Ethyl (5-(2-fluoro-5-((6-methyl-4-oxo-3,4-dihydrophthalazin-1-yl)methyl) phenyl)-1H-benzoimidazol-2-yl)carbamate FC1=C(C=C(C=C1)CC1=NNC(C2=CC(=CC=C12)C)=O)C1=CC2=C(NC(=N2)NC(OCC)=O)C=C1